C(C)(=O)OCCC(CCCC(C)C)C 3,7-dimethyloctyl acetate